C(C)(C)(C)OC(=O)N[C@H](C(C#N)NC1=C(C=C(C=C1)C1=CC=C(C=C1)N1CCOCC1)C(=O)OC)CC1=CNC2=CC=CC=C12 methyl 4-(((2S)-2-((tert-butoxycarbonyl)amino)-1-cyano-3-(1H-indol-3-yl)propyl)-amino)-4'-morpholino-[1,1'-biphenyl]-3-carboxylate